FC(C1=CC(=NC2=CC=CC=C12)P(C1=CC=C(C=C1)C)(C1=CC=C(C=C1)C)=O)F (4-Difluoromethylquinolin-2-yl)Di-p-tolyl-phosphorus oxide